C(C)N(C)[SiH](N(CC)C)N(CC)C tri(ethylmethylamino)silane